FC1=C(C(=C(C(=C1F)F)F)C1=CC=C(C=C1)OC)S(=O)(=O)N(C)C 3,4,5,6-tetrafluoro-4'-methoxy-N,N-dimethyl-[1,1'-biphenyl]-2-sulfonamide